FC(C1=C(C=NC=C1)N1C[C@H](CCC1)CN1C[C@@H](C([C@@H](C1)OCC1=CC=CC=C1)OCC1=CC=CC=C1)OCC1=CC=CC=C1)(F)F 4-(trifluoromethyl)-3-((R)-3-(((3S,4R,5R)-3,4,5-tris(benzyloxy)piperidin-1-yl)methyl)piperidin-1-yl)pyridine